1-(6-(7-fluoro-1,2,3,4-tetrahydroquinoline-1-carbonyl)spiro[3.3]hept-2-yl)-3-(4-methoxybenzyl)urea FC1=CC=C2CCCN(C2=C1)C(=O)C1CC2(CC(C2)NC(=O)NCC2=CC=C(C=C2)OC)C1